tetraglycidyl-1,4-cyclohexanediamine C(C1CO1)C1C(C(C(C(C1N)CC1CO1)CC1CO1)N)CC1CO1